S1CN(CC1)CC(=O)O thiazolidine-3-acetic acid